(E)-6-(4-(tert-butylamino)but-2-enoyl)-4-(2-(1-ethyl-3-(trifluoromethyl)-1H-pyrazol-4-yl)-3-fluorophenyl)-4,5,6,7-tetrahydrothieno[2,3-c]pyridine-2-carbonitrile C(C)(C)(C)NC/C=C/C(=O)N1CC2=C(C(C1)C1=C(C(=CC=C1)F)C=1C(=NN(C1)CC)C(F)(F)F)C=C(S2)C#N